tert-butyl 7-bromo-3-butyl-8-methoxy-2-methyl-3,4-dihydrobenzo[f][1,2,5]thiadiazepine-5(2H)-carboxylate 1,1-dioxide BrC=1C(=CC2=C(N(CC(N(S2(=O)=O)C)CCCC)C(=O)OC(C)(C)C)C1)OC